CSCC(=CCCSC)C=O 2,8-dithianon-4-en-4-carboxaldehyde